2-hydroxy-3-{4-[(2-{3-[(4-methanesulfonyl-2-methoxyphenyl)amino]prop-1-yn-1-yl}-1-(2,2,2-trifluoroethyl)-1H-indol-4-yl)amino]piperidin-1-yl}propyl propanoate C(CC)(=O)OCC(CN1CCC(CC1)NC1=C2C=C(N(C2=CC=C1)CC(F)(F)F)C#CCNC1=C(C=C(C=C1)S(=O)(=O)C)OC)O